C[Si](O[Si](O[Si](C)(C)C)(C)O[SiH2]O[Si](O[Si](C)(C)C)(O[Si](C)(C)C)C)(C)C di((1,1,1,3,5,5,5-heptamethyltrisiloxan-3-yl)oxy)-silane